(4-Acetylpiperazin-1-yl)-2-methoxy-N-(3-phenylpropyl)-1H-benzo[d]imidazole-1-carboxamide C(C)(=O)N1CCN(CC1)C1=CC=CC=2N(C(=NC21)OC)C(=O)NCCCC2=CC=CC=C2